[4-[[3-[4-(difluoromethoxy)phenyl]imidazo[1,2-a]pyrazin-8-yl]amino]-2-methyl-phenyl]-[4-[2-(methylaminomethyl)morpholine-4-carbonyl]piperazin-1-yl]methanone hydrochloride Cl.FC(OC1=CC=C(C=C1)C1=CN=C2N1C=CN=C2NC2=CC(=C(C=C2)C(=O)N2CCN(CC2)C(=O)N2CC(OCC2)CNC)C)F